[OH-].OCC[N+](C)(CCO)CCO tris-(hydroxyethyl)methylammonium hydroxide